(R)-5-bromo-3-(1-(2,6-dichloro-3-fluorophenyl)ethoxy)pyridin-2-amine BrC=1C=C(C(=NC1)N)O[C@H](C)C1=C(C(=CC=C1Cl)F)Cl